Cl.O1CC(CCC1)N tetrahydro-2H-pyran-3-amine-HCl